CN(C1CCC2(CCN(CC2)C(=O)C2=NC=CN=C2)CC1)C=1C2=C(N=CN1)NC=C2 {9-[Methyl(7H-pyrrolo[2,3-d]pyrimidin-4-yl)amino]-3-azaspiro[5.5]undec-3-yl}pyrazin-2-ylmethanon